Iridium (III) bis[(dimethylphenyl)isopropyl-quinoline] CC=1C(=C(C=CC1)C=1C(=NC2=CC=CC=C2C1)C(C)C)C.CC=1C(=C(C=CC1)C=1C(=NC2=CC=CC=C2C1)C(C)C)C.[Ir+3]